C(CC)N1C2=C(NC(C1=O)=O)N=CC(=C2)C 1-propyl-7-methyl-4H-pyrido[2,3-b]Pyrazine-2,3-dione